((4r,5s,7r,8r,9s,10r)-8,10-dihydroxy-7-(hydroxymethyl)-9-(4-(3,4,5-trifluorophenyl)-1H-1,2,3-triazol-1-yl)-1,6-dioxaspiro[4.5]dec-4-yl)-2-methyl-1-naphthamide O[C@H]1[C@H](O[C@@]2([C@H](CCO2)C=2C(=C(C3=CC=CC=C3C2)C(=O)N)C)[C@@H]([C@H]1N1N=NC(=C1)C1=CC(=C(C(=C1)F)F)F)O)CO